BrC1=CC=C(C=C1)NC(=O)[C@H]1[C@H](C2CCC1C21CC1)C(=O)O (+)-(2S,3R)-3-[(4-bromophenyl)carbamoyl]spiro[bicyclo[2.2.1]heptane-7,1'-cyclopropane]-2-carboxylic acid